C(C)C=1C(=CC=C2C=CC=C(C12)C1=C(C=2N=C(N=C(C2C=N1)N([C@H]1[C@H](NCC1)C)C)OC[C@]12CCCN2C[C@@H](C1)F)F)F 7-(8-ethyl-7-fluoronaphthalen-1-yl)-8-fluoro-2-(((2R,7aS)-2-fluorotetrahydro-1H-pyrrolizin-7a(5H)-yl)methoxy)-N-methyl-N-((2R,3R)-2-methylpyrrolidin-3-yl)pyrido[4,3-d]pyrimidin-4-amine